N=1C=NN2C1CN(CC2)C=2C1=C(N=C(N2)N(CCOC)CCOC)C(=NC(=N1)N(CCOC)CCOC)N1CC=2N(CC1)N=CN2 4,8-bis(5,6-dihydro-[1,2,4]triazolo[1,5-a]pyrazin-7(8H)-yl)-N2,N2,N6,N6-tetrakis(2-methoxyethyl)pyrimido[5,4-d]pyrimidine-2,6-diamine